(5-chloro-2-methoxy-4-methyl-3-pyridyl)(2,3,4-trimethoxy-6-methylphenyl)methanone ClC=1C(=C(C(=NC1)OC)C(=O)C1=C(C(=C(C=C1C)OC)OC)OC)C